2-((3S,5R)-1-benzyl-4,4-difluoro-5-methylpiperidin-3-yl)ethanol C(C1=CC=CC=C1)N1C[C@@H](C([C@@H](C1)C)(F)F)CCO